COC=1C(=NC(=CC1)N1CCC(CC1)(C)OC)S(=O)(=O)Cl 3-methoxy-6-(4-methoxy-4-methyl-1-piperidyl)pyridine-2-sulfonyl chloride